C(C)N(C(C)C)C(C)C ethylbis(propan-2-yl)-amine